(S)-Pyrrolidine-3-carboxylic acid [2-methyl-2-(tetrahydropyran-2-yloxy)-propyl]-amide CC(CNC(=O)[C@@H]1CNCC1)(C)OC1OCCCC1